P(=O)([O-])([O-])[O-].[V+5].[Li+].P(=O)([O-])([O-])[O-] Lithium-Vanadium Phosphat